Br.C(C)(=O)O acetate hydrobromide